5-acetyl-N,N,1-trimethyl-1H-pyrazole-3-carboxamide C(C)(=O)C1=CC(=NN1C)C(=O)N(C)C